benzyl [(2,2-difluoro-4-hydroxybutyl) (methyl)amino]carboxylate FC(CN(C)C(=O)OCC1=CC=CC=C1)(CCO)F